P(=O)(=O)OC(C(=O)[O-])C.[Ca+2].P(=O)(=O)OC(C(=O)[O-])C Calcium phospholactat